4-ethynyl-benzimidazole C(#C)C1=CC=CC=2N=CNC21